C(CCCCCCCCCCCCCC)(=O)O Pentadecanoic acid